COC(=O)C1CN(CCN1C(N)=O)C(=O)OC(C)(C)C 4-carbamoylpiperazine-1,3-dicarboxylic acid O1-tert-butyl ester O3-methyl ester